2-(tert-butyl)-4-((E)-2-((E)-3-(2-((E)-2-(tert-butyl)-4H-chromen-4-ylidene)ethylidene)-2-(diphenylamino)cyclopent-1-en-1-yl)vinyl)benzopyrylium C(C)(C)(C)C1=[O+]C2=C(C(=C1)\C=C\C1=C(/C(/CC1)=C/C=C/1\C=C(OC3=CC=CC=C13)C(C)(C)C)N(C1=CC=CC=C1)C1=CC=CC=C1)C=CC=C2